CC=1N(C=CN1)C(=O)NCCCCC1=CC=CC=C1 methyl-N-(4-phenylbutyl)-1H-imidazole-1-carboxamide